C(C)(C)(C)N1CC=C(C=C1)NC(CC1=C(C=CC=C1)Cl)=O N-tert.-Butyl-4-[[2-(2-chlorophenyl)acetyl]amino]pyridin